1-(4-(2-(4-chlorophenyl)but-3-yn-2-yl)thiazol-2-yl)-3-(1-(hydroxymethyl)cyclopropyl)urea ClC1=CC=C(C=C1)C(C)(C#C)C=1N=C(SC1)NC(=O)NC1(CC1)CO